3-[3-Methyl-4-[[7-(methylamino)spiro[3.5]nonan-2-yl]methyl]-2-oxo-benzimidazol-1-yl]piperidine-2,6-dione CN1C(N(C2=C1C(=CC=C2)CC2CC1(C2)CCC(CC1)NC)C1C(NC(CC1)=O)=O)=O